tert-butyl 7-bromo-9-chloro-2,5-dihydrospiro[1,4-benzoxazepine-3,1'-cyclopropane]-4-carboxylate BrC=1C=C(C2=C(CN(C3(CC3)CO2)C(=O)OC(C)(C)C)C1)Cl